5-([1,2,4]triazolo[4,3-a]pyridin-7-yl)-2-(6-(((1s,2s,3r,5r)-2-fluoro-9-azabicyclo[3.3.1]non-3-yl)oxy)pyridazin-3-yl)phenol N=1N=CN2C1C=C(C=C2)C=2C=CC(=C(C2)O)C=2N=NC(=CC2)O[C@H]2[C@H]([C@@H]1CCC[C@H](C2)N1)F